(E)-N-(7-Chloro-2-(3-chloro-6-hydroxy-4-methoxy-2-methylbenzoyl)isoindolin-4-yl)-4-(dimethylamino)-N-methylbut-2-enamide ClC=1C=CC(=C2CN(CC12)C(C1=C(C(=C(C=C1O)OC)Cl)C)=O)N(C(\C=C\CN(C)C)=O)C